tert-butyl (S)-2-aminomethyl-morpholine-4-carboxylate NC[C@H]1CN(CCO1)C(=O)OC(C)(C)C